3-((tert-butoxycarbonyl) amino)-3-methylcyclobutylmesylate C(C)(C)(C)OC(=O)NC1(CC(C1)CS(=O)(=O)[O-])C